N-vinyl-3-methyl-2-piperidon C(=C)N1C(C(CCC1)C)=O